COC1=C(C=CC=C1C=1C=NC(=CC1)OC)NC1=NC(=NC=C1C(=O)N)NC1=NC=CC=C1 4-(2-Methoxy-3-(6-methoxypyridin-3-yl)phenylamino)-2-(pyridin-2-ylamino)pyrimidine-5-carboxamide